1-[[4-[[2-(trifluoromethyl)-1,3-dioxolan-2-yl]methoxy]phenyl]methyl]-1H-pyrazole FC(C1(OCCO1)COC1=CC=C(C=C1)CN1N=CC=C1)(F)F